N-toluyl-maleimide C1(=C(C=CC=C1)N1C(C=CC1=O)=O)C